BrC1=CN(C2=CC=C(C=C12)C1CC1)S(=O)(=O)C1=CC=C(C)C=C1 3-Bromo-5-cyclopropyl-1-tosyl-1H-indole